C(#N)C1=C(C=C(C=C1)N1C(N(C(C1=O)(C)C)[C@@H]1CC[C@H](CC1)OCCC1C[C@H](N([C@H](C1)C)C(=O)OC(C)(C)C)C)=S)C(F)(F)F tert-Butyl (2R,4r,6S)-4-(2-((trans-4-(3-(4-cyano-3-(trifluoromethyl)phenyl)-5,5-dimethyl-4-oxo-2-thioxoimidazolidin-1-yl)cyclohexyl)oxy)ethyl)-2,6-dimethylpiperidine-1-carboxylate